tert-butyl-dimethyl-[2-[2-[2-methyl-4-(4,4,5,5-tetramethyl-1,3,2-dioxaborolan-2-yl)pyrazol-3-yl]oxyethoxy]propoxy]silane C(C)(C)(C)[Si](OCC(C)OCCOC=1N(N=CC1B1OC(C(O1)(C)C)(C)C)C)(C)C